Cl.NC1CCN(CC1)C1=CC=C2C(C(=CN(C2=C1)C)CN(CC1=CC(=NC=C1)C)[C@@H]1CN(CCC1)C=1C=NC(=CC1)C)=O 7-(4-Aminopiperidin-1-yl)-1-methyl-3-({[(3S)-1-(6-methylpyridin-3-yl)piperidin-3-yl][(2-methylpyridin-4-yl)methyl]amino}methyl)-1,4-dihydroquinolin-4-one hydrochloride